tetramethyluranium Hexafluorophosphate F[P-](F)(F)(F)(F)F.C[U+2](C)(C)C.F[P-](F)(F)(F)(F)F